indolyl-propargylamine N1C(=CC2=CC=CC=C12)NCC#C